N-(2-methylbenzoyl)-glycine CC1=C(C(=O)NCC(=O)O)C=CC=C1